(S)-2-((4-(6-((4-chloro-2-fluorobenzofuran-7-yl)methoxy)pyridin-2-yl)piperidin-1-yl)methyl)-1-(oxetane-2-ylmethyl)-1H-benzo[d]imidazole ClC1=CC=C(C2=C1C=C(O2)F)COC2=CC=CC(=N2)C2CCN(CC2)CC2=NC1=C(N2C[C@H]2OCC2)C=CC=C1